CC1(CCC(CC1)NC(=O)C=1C(N(C2=NC=CC=C2C1O)CCN1CCC(CC1)F)=O)C N-(4,4-dimethylcyclohexyl)-1-(2-(4-fluoropiperidin-1-yl)ethyl)-4-hydroxy-2-oxo-1,2-dihydro-1,8-naphthyridine-3-carboxamide